3-hydroxy-5-(2-(3-(trifluoromethoxy)phenyl)thiazol-5-yl)cyclohex-2-en-1-one OC1=CC(CC(C1)C1=CN=C(S1)C1=CC(=CC=C1)OC(F)(F)F)=O